C1(CCCC1)C(C=1C=C(C(=O)OC)C=CC1)(F)F methyl 3-[cyclopentyl(difluoro)methyl]benzoate